(±)-[4-[4-[4-(2-Amino-6-methyl-pyrimidin-4-yl)-1,4-oxazepan-3-yl]-3-chloro-phenyl]piperazin-1-yl]-cyclopropyl-methanone NC1=NC(=CC(=N1)N1[C@@H](COCCC1)C1=C(C=C(C=C1)N1CCN(CC1)C(=O)C1CC1)Cl)C |r|